4-[4-(benzyloxy)phenyl]-3,6-dihydro-2H-pyrane C(C1=CC=CC=C1)OC1=CC=C(C=C1)C=1CCOCC1